FC(C(CC(=O)C1(CC1)C)=O)(F)F 4,4,4-Trifluoro-1-(1-methylcyclopropyl)butane-1,3-dione